C(C)N(C1=CC(=C(C=C1)C=CC1=NC(=NC(=N1)C(Cl)(Cl)Cl)C(Cl)(Cl)Cl)C)CC 2-[2-(4-diethylamino-2-methylphenyl)vinyl]-4,6-bis(trichloromethyl)s-triazine